C(C)(C)(C)OC(=O)N1CCC2=CC(=CC=C12)C=1SC=CN1 5-(thiazol-2-yl)indoline-1-carboxylic acid tert-butyl ester